NC=1C(NC2=C3C=CC(=NC3=CC=C2C1C1=C2C=NNC2=C(C=C1)F)C)=O 3-amino-4-(7-fluoro-1H-indazol-4-yl)-8-methyl-1H-1,7-phenanthrolin-2-one